3-{5-oxo-4H,6H,7H-[1,2,4]triazolo[1,5-a]pyrimidin-6-yl}propanamide O=C1NC=2N(CC1CCC(=O)N)N=CN2